benzyl 2-(3,8-diazabicyclo[3.2.1]octan-8-yl)-7,8-dihydro-1,6-naphthyridine-6(5H)-carboxylate C12CNCC(CC1)N2C2=NC=1CCN(CC1C=C2)C(=O)OCC2=CC=CC=C2